1-[(1r,3R,5S,7R)-3,5-dimethyladamantan-1-yl]-3-((1r,4R)-4-{4-[(E)-(2,4-dioxothiazolidin-5-ylidene)methyl]phenoxy}cyclohexyl)urea C[C@]12CC3(CC(C[C@@](C1)(C3)C)C2)NC(=O)NC2CCC(CC2)OC2=CC=C(C=C2)/C=C/2\C(NC(S2)=O)=O